The molecule is a beta-diketone that is dibenzoylmethane with hydroxy substituents at C-4 of one phenyl group and at C-2, -4 and -6 of the other. It has a role as an antineoplastic agent. It is a beta-diketone and an aromatic ketone. It derives from a dibenzoylmethane. C1=CC(=CC=C1C(=O)CC(=O)C2=C(C=C(C=C2O)O)O)O